C(C)C(CCO)(CO)CC (3,3-diethyl)tetramethylene glycol